N-(2-(diphenylphosphino)ethyl)-2-phenyl-5,6,7,8-tetrahydroquinolin-8-amine C1(=CC=CC=C1)P(CCNC1CCCC=2C=CC(=NC12)C1=CC=CC=C1)C1=CC=CC=C1